CCCCNC(=O)NCCCC Dibutylurea